dimethylsulfamoylamide CN(S(=O)(=O)[NH-])C